ClC1=NC(=NC(=N1)Cl)N1CCN(CC1)S(=O)(=O)C 2,4-dichloro-6-(4-(methylsulfonyl)piperazin-1-yl)-1,3,5-triazine